COC(CNC[C@H](C)NC(=O)OC(C)(C)C)=O (S)-(2-((tert-Butoxycarbonyl)amino)propyl)glycine methyl ester